CC1CCCC1C(=O)[O-] 5-methylcyclopentane-1-carboxylate